5-Fluoro-N-(6-(4-methylpiperazin-1-yl)pyridin-3-yl)-4-(6-phenylimidazo[1,2-a]pyridin-3-yl)pyrimidin-2-amine FC=1C(=NC(=NC1)NC=1C=NC(=CC1)N1CCN(CC1)C)C1=CN=C2N1C=C(C=C2)C2=CC=CC=C2